bis(hexadecyl)hydroxylamine C(CCCCCCCCCCCCCCC)N(O)CCCCCCCCCCCCCCCC